C(C)(C)(C)OC(=O)N1CC(C1)C#CC=1C=NN(C1)C1(CCC1)C(NC1=C(C=C(C=C1)C(F)(F)F)Cl)=O 3-((1-(1-((2-chloro-4-(trifluoromethyl)phenyl)carbamoyl)cyclobutyl)-1H-pyrazol-4-yl)ethynyl)Azetidine-1-carboxylic acid tert-butyl ester